[1-(3-pyrimidin-2-ylpyrazin-2-yl)ethyl]-3,5-bis(trifluoromethyl)benzamide N1=C(N=CC=C1)C=1C(=NC=CN1)C(C)C1=C(C(=O)N)C=C(C=C1C(F)(F)F)C(F)(F)F